C[C@H]1[C@@H](NC(=O)[C@@H](NC(=O)[C@H]([C@@H](NC(=O)[C@@H](NC(=O)[C@H](NC(=O)C(=C)N(C(=O)CC[C@@H](NC1=O)C(=O)O)C)C)CC(C)C)C(=O)O)C)CC2=CC=CC=C2)/C=C/C(=C/[C@H](C)[C@H](CC3=CC=CC=C3)OC)/C The molecule is a microcystin consisting of D-alanyl, L-leucyl, (3S)-3-methyl-D-beta-aspartyl, L-phenylalanyl, (2S,3S,4E,6E,8S,9S)-3-amino-4,5,6,7-tetradehydro-9-methoxy-2,6,8-trimethyl-10-phenyldecanoyl, D-gamma-glutamyl, and 2,3-didehydro-N-methylalanyl residues joined into a 25-membered macrocycle. It has a role as a bacterial metabolite, an environmental contaminant and a xenobiotic.